O1C(OCC1)CN(C(=O)C=1NC=C(C1)Br)C N-((1,3-Dioxolan-2-yl)methyl)-4-bromo-N-methyl-1H-pyrrole-2-carboxamide